N-benzhydryl-(1R)-1-(pyridin-2-yl)ethanamine C(C1=CC=CC=C1)(C1=CC=CC=C1)N[C@H](C)C1=NC=CC=C1